2-furoylglycine O1C(=CC=C1)C(=O)NCC(=O)O